2-(6-Chloropyridin-3-yl)-5-phenylthiazole ClC1=CC=C(C=N1)C=1SC(=CN1)C1=CC=CC=C1